4-((S)-2-((S)-2-Amino-3-methylbutanamido)propanamido)-2-(((S)-4-carboxy-4-(4-(((2,4-diaminopteridin-6-yl)methyl)amino)benzamido)butyl)carbamoyl)benzoic acid N[C@H](C(=O)N[C@H](C(=O)NC1=CC(=C(C(=O)O)C=C1)C(NCCC[C@H](NC(C1=CC=C(C=C1)NCC=1N=C2C(=NC(=NC2=NC1)N)N)=O)C(=O)O)=O)C)C(C)C